CN(C1=CC=C(C=C1)S(=O)(=O)NC[C@@H](CNC(OC(C)(C)C)=O)C)C tert-butyl (R)-3-(4-(dimethylamino) phenylsulfonylamino)-2-methylpropylcarbamate